(3-bromo-1H-pyrazolo[4,3-c]pyridin-6-yl)-(4-hydroxy-4-methyl-1-piperidinyl)methanone BrC1=NNC2=C1C=NC(=C2)C(=O)N2CCC(CC2)(C)O